C1(=CC=C(C=C1)/C(=C(\C1=CC=CC=C1)/C1=CC=C(C=C1)C1=CC=C(C=C1)C1C=2C(CCCC2NC=2CCCC(C12)=O)=O)/C1=CC=CC=C1)C1=CC=CC=C1 (E)-9-(4'-(2-([1,1'-biphenyl]-4-yl)-1,2-diphenylvinyl)-[1,1'-biphenyl]-4-yl)-3,4,6,7,9,10-hexahydroacridine-1,8(2H,5H)-dione